1-benzyl 4-(tert-butyl) (S)-2-(2-hydroxyethyl)piperazine-1,4-dicarboxylate OCC[C@@H]1N(CCN(C1)C(=O)OC(C)(C)C)C(=O)OCC1=CC=CC=C1